methyl 4-(3-benzyl-6-(3,5-dimethylisoxazol-4-yl)-1H-pyrrolo[3,2-b]pyridin-1-yl)picolinate C(C1=CC=CC=C1)C1=CN(C=2C1=NC=C(C2)C=2C(=NOC2C)C)C2=CC(=NC=C2)C(=O)OC